(4S)-7,8-dichloro-6-(2,6-difluorophenyl)-4-methyl-N-[(2R)-2-hydroxypropyl]-4H-[1,2,4]triazolo[1,5-a][1,4]benzodiazepine-2-carboxamide ClC1=C(C=CC2=C1C(=N[C@H](C=1N2N=C(N1)C(=O)NC[C@@H](C)O)C)C1=C(C=CC=C1F)F)Cl